C(C)OC1=NC=2N(C=C1C(=O)NC1=CC=C(C=N1)N1CCN(CC1)C(=O)OC(C)(C)C)C=C(N2)C tert-butyl 4-(6-(7-ethoxy-2-methylimidazo[1,2-a]pyrimidine-6-carboxamido)pyridin-3-yl)piperazine-1-carboxylate